CC1=C(C(=C(C1([Ti](N(C)C)(N(C)C)N(C)C)C)C)C)C pentamethylcyclopentadienyl-tris(dimethylamino)titanium